[Si](C1=CC=CC=C1)(C1=CC=CC=C1)(C(C)(C)C)OC1C[C@H]2C([C@H]2C1)C1=CC(=NN1C(C)C)C1=NC(=NC=C1)C(F)(F)F 4-(5-((1R,5S,6r)-3-((tert-butyldiphenylsilyl)oxy)bicyclo[3.1.0]hexan-6-yl)-1-isopropyl-1H-pyrazol-3-yl)-2-(trifluoromethyl)pyrimidine